4,6-dimethyloctadecylmagnesium chloride CC(CCC[Mg]Cl)CC(CCCCCCCCCCCC)C